1-(azepan-1-yl)-2-[methyl({2-[4-(oxetan-3-yloxy)pyridin-2-yl]-5H,6H,7H-cyclopenta[d]pyrimidin-4-yl})amino]ethan-1-one N1(CCCCCC1)C(CN(C=1C2=C(N=C(N1)C1=NC=CC(=C1)OC1COC1)CCC2)C)=O